2-(3-chloro-4-fluoro-5-methylphenyl)-1,3-dioxolane ClC=1C=C(C=C(C1F)C)C1OCCO1